(N-[4-amino-5-(3-bromoisoxazole-5-carbonyl)thiazol-2-yl]-4-fluoro-anilino)propanamide NC=1N=C(SC1C(=O)C1=CC(=NO1)Br)N(C1=CC=C(C=C1)F)C(C(=O)N)C